Ethyl [4-(4-formylphenoxy)piperidin-1-yl]acetate C(=O)C1=CC=C(OC2CCN(CC2)CC(=O)OCC)C=C1